6-bromo-8-cyclopentyl-2-[5-(3,5-dimethyl-piperazine-1-sulfonyl)-pyridin-2-ylamino]-5-methyl-8H-pyrido[2,3-d]Pyrimidin-7-one BrC1=C(C2=C(N=C(N=C2)NC2=NC=C(C=C2)S(=O)(=O)N2CC(NC(C2)C)C)N(C1=O)C1CCCC1)C